Cl.NC/C(/CN1N=CN(C1=O)CC1=CC=C(S1)C=1C=C2CCC(NC2=C(C1)C)=O)=C\F 6-[5-(1-[(2E)-2-(aminomethyl)-3-fluoroprop-2-en-1-yl]-5-oxo-1,5-dihydro-4H-1,2,4-triazol-4-ylmethyl)thiophen-2-yl]-8-methyl-3,4-dihydroquinolin-2(1H)-one hydrochloride